C(C)(=O)C1=NN(C2=C1C(=NC=1C=CC(=CC21)C(=O)N(NC)CC2=NN(C=C2)C2=C(C=CC=C2)F)N)C acetyl-4-amino-N-((1-(2-fluorophenyl)-1H-pyrazol-3-yl)methyl)-N',1-dimethyl-1H-pyrazolo[4,3-c]quinoline-8-carbohydrazide